O=C1NC(CC[C@H]1N1C(OC2=C1C=CC(=C2)N2CCC(CC2)CCN2CCN(CC2)C(=O)OCC2=CC=CC=C2)=O)=O |r| rac-benzyl (R)-4-(2-(1-(3-(2,6-dioxopiperidin-3-yl)-2-oxo-2,3-dihydrobenzo[d]oxazol-6-yl)piperidin-4-yl)ethyl)piperazine-1-carboxylate